2-phenylpiperidine C1(=CC=CC=C1)C1NCCCC1